4-(2-(bis(2,4-dimethoxybenzyl)amino)oxazolo[4,5-c]pyridin-7-yl)-3,6-dihydro-2H-pyran-2-carboxylic acid COC1=C(CN(C=2OC3=C(C=NC=C3C=3CC(OCC3)C(=O)O)N2)CC2=C(C=C(C=C2)OC)OC)C=CC(=C1)OC